OC(CNC(=O)C1=NC=C(C=C1)NC1=C2C(=NC(=C1)OC=1C=NC(=CC1C)C#N)N(C=N2)C)C 5-[5-(6-Cyano-4-methyl-pyridin-3-yloxy)-3-methyl-3H-imidazo[4,5-b]pyridin-7-ylamino]-pyridine-2-carboxylic acid (2-hydroxypropyl)-amide